(R,S)-3-Ethoxy-4-(((8-methyl-4-oxochroman-7-yl)oxy)(pyridin-4-yl)methyl)benzonitrile C(C)OC=1C=C(C#N)C=CC1[C@@H](C1=CC=NC=C1)OC1=CC=C2C(CCOC2=C1C)=O